4-(4-((1R,5S)-3,8-diazabicyclo[3.2.1]octan-3-yl)-2-(((R)-1-methylpiperidin-3-yl)methoxy)quinazolin-7-yl)naphthalen-2-ol [C@H]12CN(C[C@H](CC1)N2)C2=NC(=NC1=CC(=CC=C21)C2=CC(=CC1=CC=CC=C21)O)OC[C@H]2CN(CCC2)C